CN(C)CC1NCCCC1 N,N-dimethyl-1-(piperidin-2-yl)methylamine